CC=1C=2N(C=C(N1)C)N=C(C2)C2=NC1=CC=C(N=C1C=C2)C2CCNCC2 4,6-dimethyl-2-[6-(piperidin-4-yl)-1,5-naphthyridin-2-yl]pyrazolo[1,5-a]pyrazin